ClC1=C(NC=2NCCN2)C(=CC=C1)Cl 2,6-dichloro-N-(2-imidazolin-2-yl)aniline